5,5-difluoro-3-(trifluoromethyl)-1-(3,4,5-trifluorophenyl)-4,5,6,7-tetrahydro-1H-indol-4-ol FC1(C(C=2C(=CN(C2CC1)C1=CC(=C(C(=C1)F)F)F)C(F)(F)F)O)F